C=C1CC2(CCCN2C1)CO (2-methylene-tetrahydro-1H-pyrrolizin-7a-yl)methanol